N-(4,5-dimethylisoxazol-3-yl)-4'-(hydroxymethyl)-N-(methoxymethyl)-2'-propoxy-[1,1'-biphenyl]-2-sulfonamide CC=1C(=NOC1C)N(S(=O)(=O)C=1C(=CC=CC1)C1=C(C=C(C=C1)CO)OCCC)COC